(methylphenyl)(dimethylfluorenyl)(spirobifluorenyl)amine CC1=C(C=CC=C1)N(C=1C2(C3=CC4=CC=CC=C4C3=CC1)C=CC=C1C3=CC=CC=C3C=C12)C1=C(C(=CC=2C3=CC=CC=C3CC12)C)C